(R)-4-amino-7-fluoro-N,3-dimethyl-N-((2-methylbenzo[d]thiazol-6-yl)methyl)-1,3-dihydrofuro[3,4-c]quinoline-8-carboxamide NC1=NC=2C=C(C(=CC2C2=C1[C@H](OC2)C)C(=O)N(CC2=CC1=C(N=C(S1)C)C=C2)C)F